(1H-benzo[d]imidazol-2-yl)methanamine N1C(=NC2=C1C=CC=C2)CN